1-(4-chlorophenyl)-1H-1,2,3-triazole ClC1=CC=C(C=C1)N1N=NC=C1